methyl 3-(9-((4-(((tert-butoxycarbonyl)amino)methyl)phenyl)carbamoyl)-4,5-dihydrobenzo[b]thieno[2,3-d]oxepin-8-yl)-6-(cycloheptylcarbamoyl)picolinate C(C)(C)(C)OC(=O)NCC1=CC=C(C=C1)NC(=O)C1=CC2=C(OCCC3=C2SC=C3)C=C1C=1C(=NC(=CC1)C(NC1CCCCCC1)=O)C(=O)OC